isobutyldiethanolamine C(C(C)C)N(CCO)CCO